3-PHENYL-4-PENTENAL C1(=CC=CC=C1)C(CC=O)C=C